N1N=C(C2=C1CCC2)C(=O)N 1,4,5,6-tetrahydrocyclopenta[c]Pyrazole-3-carboxamide